3-(1,1-dimethyl-ethyl)-6-(ethylmercapto)-1,3,5-triazine-2,4(1H,3H)-dione CC(C)(C)N1C(NC(=NC1=O)SCC)=O